methyl 4-((4-((3-hydroxy-4-methylphenyl) carbamoyl) piperazin-1-yl) sulfonyl)-1-methyl-1H-pyrrole-2-carboxylate OC=1C=C(C=CC1C)NC(=O)N1CCN(CC1)S(=O)(=O)C=1C=C(N(C1)C)C(=O)OC